(S,Z)-N-((2R,3R,5S,6S)-6-allyl-2,5-dimethyltetrahydro-2H-pyran-3-yl)-4-(5-methyl-1,2,4-oxadiazol-3-yl)pent-2-enamide C(C=C)[C@H]1[C@H](C[C@H]([C@H](O1)C)NC(\C=C/[C@H](C)C1=NOC(=N1)C)=O)C